Methyl 3-chloro-6-(3-methyl-4-(trifluoromethyl) phenyl)picolinate ClC=1C(=NC(=CC1)C1=CC(=C(C=C1)C(F)(F)F)C)C(=O)OC